C(C)C(CN1C(C2=CC=C(C=3C2=C(C1=O)C=CC3OC)OC)=O)CCCC 2-(2-ethylhexyl)-6,7-dimethoxy-1H-benzo[de]isoquinoline-1,3(2H)-dione